6-[1-(2,2-difluoroethyl)-1H-pyrazolo[3,4-b]pyrazin-6-yl]-2-(4-methylbenzenesulfonyl)-2,6-diazaspiro[3.4]octane FC(CN1N=CC=2C1=NC(=CN2)N2CC1(CN(C1)S(=O)(=O)C1=CC=C(C=C1)C)CC2)F